(M)-3-chloro-4-((3,5-difluoropyridin-2-yl)methoxy)-5',6-dimethyl-2-oxo-2H-[1,4'-bipyridyl]-2'-carboxylic acid ClC=1C(N(C(=CC1OCC1=NC=C(C=C1F)F)C)C1=CC(=NC=C1C)C(=O)O)=O